3-(5-(4-(((1R,5S,6r)-6-(hydroxymethyl)-3-azabicyclo[3.1.0]hexan-3-yl)methyl)pyridin-2-yl)-1-oxoisoindolin-2-yl)piperidine-2,6-dione OCC1[C@H]2CN(C[C@@H]12)CC1=CC(=NC=C1)C=1C=C2CN(C(C2=CC1)=O)C1C(NC(CC1)=O)=O